8-(4-hydroxyphenyl)-tetracyclo[4.4.0.12,5.17,10]-3-dodecene OC1=CC=C(C=C1)C1C2C3C4C=CC(C3C(C1)C2)C4